(2S,4R)-1-((R)-2-(3-(2,2-diethoxyethoxy)isoxazol-5-yl)-3-methylbutanoyl)-4-hydroxy-N-((S)-1-(4-(4-methylthiazol-5-yl)phenyl)ethyl)pyrrolidine-2-carboxamide C(C)OC(COC1=NOC(=C1)[C@H](C(=O)N1[C@@H](C[C@H](C1)O)C(=O)N[C@@H](C)C1=CC=C(C=C1)C1=C(N=CS1)C)C(C)C)OCC